FC1=CC=C2[C@H](CCOC2=C1)[C@H](CC)S(=O)(=O)N |o1:5,11| (S*)-1-((S*)-7-fluorochroman-4-yl)propane-1-sulfonamide